OC(C(=O)SCCNC(CCNC([C@@H](C(COP(OP(OC[C@@H]1[C@H]([C@H]([C@@H](O1)N1C=NC=2C(N)=NC=NC12)O)OP(=O)(O)O)(=O)O)(=O)O)(C)C)O)=O)=O)CCC 2-hydroxyvaleryl-CoA